C(#N)C[C@@H]1N(CCN(C1)C=1C2=C(N=C(N1)OC[C@H]1N(CCC1)C)CN(CC2)C2=CC=CC1=CC=CC(=C21)C2CC2)C(=O)OCC2=CC=CC=C2 benzyl (S)-2-(cyanomethyl)-4-(7-(8-cyclopropylnaphthalen-1-yl)-2-(((S)-1-methylpyrrolidin-2-yl)methoxy)-5,6,7,8-tetrahydropyrido[3,4-d]pyrimidin-4-yl)piperazine-1-carboxylate